3-cyclopropoxy-N-(3,5-difluoro-4-((7-(2-(methylamino)ethoxy)quinolin-4-yl)oxy)phenyl)isonicotinamide C1(CC1)OC1=C(C(=O)NC2=CC(=C(C(=C2)F)OC2=CC=NC3=CC(=CC=C23)OCCNC)F)C=CN=C1